NC1=NC(=CC=C1N1C(N[C@@H](C1=O)CC)=O)OC1=CC=CC2=C1C1(CC1)CO2 (5R)-3-(2-amino-6-spiro[2H-benzofuran-3,1'-cyclopropane]-4-yloxy-3-pyridyl)-5-ethyl-imidazolidine-2,4-dione